C(#N)C=1C=C(C=CC1OCC(C)(C)C)N1C=NC(=C1)C(=O)O 1-(3-cyano-4-neopentyloxy-phenyl)-imidazole-4-formic acid